2-[(5-tert-butyl-2-methylphenyl)sulfinyl]thioxanthone C(C)(C)(C)C=1C=CC(=C(C1)S(=O)C1=CC=2C(C3=CC=CC=C3SC2C=C1)=O)C